tert-butyl ((5-(6,7-dichloro-2,2-dioxido-4-oxo-3,4-dihydro-1H-pyrido[2,3-c][1,2,6]thiadiazin-1-yl)-6-isopropyl-4-methylpyridin-2-yl)methyl)carbamate ClC1=CC2=C(N(S(NC2=O)(=O)=O)C=2C(=CC(=NC2C(C)C)CNC(OC(C)(C)C)=O)C)N=C1Cl